CN1N=CC(=C1CN1CCC2(CN(C2)C(=O)N2CC3(C2)NC(CC3)=O)CC1)C(F)(F)F 2-[7-[[2-methyl-4-(trifluoromethyl)pyrazol-3-yl]methyl]-2,7-diazaspiro[3.5]nonane-2-carbonyl]-2,5-diazaspiro[3.4]octan-6-one